(5-(benzyloxy)pyridin-2-yl)-N,N-dimethylformamide C(C1=CC=CC=C1)OC=1C=CC(=NC1)C(=O)N(C)C